4-(4-fluoro-1H-indol-7-yl)-7,7-dimethyl-2-(2-(2-propenoyl)-2,6-diazaspiro[3.4]octan-6-yl)-7,8-dihydro-5H-pyrano[4,3-b]pyridine-3-carbonitrile FC1=C2C=CNC2=C(C=C1)C1=C2C(=NC(=C1C#N)N1CC3(CN(C3)C(C=C)=O)CC1)CC(OC2)(C)C